CC=1C(=NC2=CC=CC=C2C1C(=O)N[C@@H](CC)C1=CC=CC=C1)C1=CC=CC=C1 (S)-3-methyl-2-phenyl-N-(1-phenylpropyl)-4-quinolinecarboxamide